CN1CCNCC2=C1C=CC=C2 N-methyl-1,2,3,5-tetrahydro-1,4-benzodiazepine